ClC=1C(=NC=CC1)O[C@@H]1CN(CC1)C1=C(C=C(C=C1)OC1=C(C=CC=C1)C)CO (S)-(2-(3-(3-chloropyridin-2-yloxy)pyrrolidin-1-yl)-5-(o-tolyloxy)phenyl)methanol